N4-[2-(6-methyl-2-pyridyl)pyrimidin-4-yl]-N2-[4-[rac-(1S,5R)-3,8-diazabicyclo[3.2.1]octan-3-yl]phenyl]pyrimidine-2,4-diamine CC1=CC=CC(=N1)C1=NC=CC(=N1)NC1=NC(=NC=C1)NC1=CC=C(C=C1)N1C[C@@H]2CC[C@H](C1)N2 |r|